(S)-N-((R or S)-(3-chloro-4-fluorophenyl)(4-(trifluoromethyl)phenyl)methyl)-5-oxopyrrolidine-3-carboxamide ClC=1C=C(C=CC1F)[C@H](NC(=O)[C@@H]1CNC(C1)=O)C1=CC=C(C=C1)C(F)(F)F |o1:8|